2-(4-Chloro-phenyl)-N-(7-fluoro-4-oxo-2-pyrrolidin-1-yl-4H-quinazolin-3-yl)-acetamide ClC1=CC=C(C=C1)CC(=O)NN1C(=NC2=CC(=CC=C2C1=O)F)N1CCCC1